2-hydroxy-3-methoxy-1-naphthaldehyde OC1=C(C2=CC=CC=C2C=C1OC)C=O